NC=1C(=NC(=NC1C1=C2C=NNC2=CC=C1C)C1=C(C=CC=C1)NC(C(F)(F)F)C)C(=O)N 5-amino-6-(5-methyl-1H-indazol-4-yl)-2-(2-((1,1,1-trifluoropropan-2-yl)amino)phenyl)pyrimidine-4-carboxamide